1,1-dimethylguanidine sulfate S(=O)(=O)(O)O.CN(C(=N)N)C